CC1(CC1)C=1C=CC=2N(C1)C(=CN2)C2=CC=CC(=N2)NC2CC1(CNC1)CC2 N-(6-(6-(1-methyl-cyclopropyl)imidazo-[1,2-a]pyridin-3-yl)-pyridin-2-yl)-2-azaspiro[3.4]octan-6-amine